(R)-6-(4-(2-(4-Hydroxycyclohexyl)phenyl)piperidin-1-yl)-2-azaspiro[3.4]octane-2-carboxylic acid tert-butyl ester C(C)(C)(C)OC(=O)N1CC2(C1)C[C@@H](CC2)N2CCC(CC2)C2=C(C=CC=C2)C2CCC(CC2)O